ClC1=NC(=NC(=C1C=O)Cl)C1=NN(C=C1)C 4,6-dichloro-2-(1-methyl-1H-pyrazol-3-yl)pyrimidine-5-carbaldehyde